tert-butyl 4-(5-((1S,5R)-5-(trifluoromethyl)-3-(8-(trifluoromethyl)quinolin-5-yl)-3-azabicyclo[3.1.0]hexan-1-yl)-1,3,4-oxadiazol-2-yl)piperidine-1-carboxylate FC([C@]12CN(C[C@@]2(C1)C1=NN=C(O1)C1CCN(CC1)C(=O)OC(C)(C)C)C1=C2C=CC=NC2=C(C=C1)C(F)(F)F)(F)F